2-((1-(7-Methyl-2-(2-methyl-2H-indazol-5-yl)-4-oxo-4H-pyrido[1,2-a]pyrimidin-9-yl)ethyl)amino)benzoic acid CC=1C=C(C=2N(C(C=C(N2)C2=CC3=CN(N=C3C=C2)C)=O)C1)C(C)NC1=C(C(=O)O)C=CC=C1